N-(2-(2-Chloroethoxy)ethyl)-4-((3-(3-fluoro-4-methoxyphenyl)imidazo[1,2-a]pyrazin-8-yl)amino)-N,2-dimethylbenzamide ClCCOCCN(C(C1=C(C=C(C=C1)NC=1C=2N(C=CN1)C(=CN2)C2=CC(=C(C=C2)OC)F)C)=O)C